FC([C@@H]1CC=2C=3C(=N[C@H](C4=NC(=NN4C3SC2C1)C)C)C1=C(C=CC=C1F)F)F (-)-(7S,13R)-13-(difluoromethyl)-9-(2,6-difluorophenyl)-4,7-dimethyl-16-thia-2,3,5,8-tetrazatetracyclo[8.6.0.02,6.011,15]hexadeca-1(10),3,5,8,11(15)-pentaene